2-THIAZOLECARBOXALDEHYDE S1C(=NC=C1)C=O